P(=O)(=O)OC=1C(C(=O)[O-])=CC=CC1.[Na+] sodium phosphosalicylate